(4-(4-(4-phenoxyphenoxy)pyridin-3-yl)phenyl)methanamine O(C1=CC=CC=C1)C1=CC=C(OC2=C(C=NC=C2)C2=CC=C(C=C2)CN)C=C1